C(C)[C@]1(C(OCC=2C(N3CC=4C(=NC=5C=C(C=C6C5C4[C@H](CC6)NC(CO)=O)F)C3=CC21)=O)=O)O N-((1S,9S)-9-ethyl-5-fluoro-9-hydroxy-10,13-dioxo-2,3,9,10,13,15-hexahydro-1H,12H-benzo[de]pyrano[3',4':6,7]indolizino[1,2-b]quinolin-1-yl)-2-hydroxyacetamide